ClC=1C=CC(=C(C1)C=1C(=NN(C(C1)=O)[C@H](C(=O)C1=CC(=C(C(=O)N)C=C1)F)CC)OC([2H])([2H])[2H])N1N=NC(=C1)C(F)(F)F (S)-4-(2-(4-(5-chloro-2-(4-(trifluoromethyl)-1H-1,2,3-triazol-1-yl)phenyl)-3-(methoxy-d3)-6-oxopyridazin-1(6H)-yl)butyryl)-2-fluorobenzamide